5-chloro-4-nitro-1-(oxetan-3-yl)-1H-pyrazole ClC1=C(C=NN1C1COC1)[N+](=O)[O-]